(1R,3S,5S)-3-((7-((1-(tert-butoxycarbonyl)-5-methyl-1H-pyrazol-3-yl)amino)-1,6-naphthyridin-5-yl)amino)-8-azabicyclo[3.2.1]octane-8-carboxylic acid tert-butyl ester C(C)(C)(C)OC(=O)N1[C@H]2CC(C[C@@H]1CC2)NC2=C1C=CC=NC1=CC(=N2)NC2=NN(C(=C2)C)C(=O)OC(C)(C)C